C=CCC=CCC=CCC=CCCCCC Hexadeca-1,4,7,10-tetraen